N-bis(4-methoxyphenyl)vinylthiophthalimide COC1=CC=C(C=C1)C(=CN1C(C=2C(C1=O)=CC=CC2)=S)C2=CC=C(C=C2)OC